C(C1=CC=CC=C1)OC(=O)N1[C@H](CN(CC1)C=1C2=C(N=C(N1)Cl)C=CN2C(=O)OC(C)(C)C)CC#N tert-butyl (S)-4-(4-((benzyloxy)carbonyl)-3-(cyanomethyl)piperazin-1-yl)-2-chloro-5H-pyrrolo[3,2-d]pyrimidine-5-carboxylate